(7-chloro-1-isopropyl-2,6-naphthyridin-4-yl)boronic acid ClC1=NC=C2C(=CN=C(C2=C1)C(C)C)B(O)O